1,3-diphenyl-3-hydroxy-1-propanone C1(=CC=CC=C1)C(CC(O)C1=CC=CC=C1)=O